ethyl 1-ethyl-7-chloro-6-fluoro-1,4-dihydro-4-oxoquinoline-3-carboxylate C(C)N1C=C(C(C2=CC(=C(C=C12)Cl)F)=O)C(=O)OCC